(S,E)-Methyl-7-(1-(2-(bicyclo[1.1.1]pentan-1-ylamino)-2-oxoethyl)-2-oxo-1,2-dihydropyridin-3-ylamino)-6-(4-cyclopropyl-1,2,3-thiadiazol-5-carboxamido)-7-oxohept-2-enoat COC(\C=C\CC[C@@H](C(=O)NC=1C(N(C=CC1)CC(=O)NC12CC(C1)C2)=O)NC(=O)C2=C(N=NS2)C2CC2)=O